C(C1=CC=CC=C1)N1CCC(CC1)C(O)C1=C2C(=NC=C1OC)N(C=C2)[Si](C(C)C)(C(C)C)C(C)C (1-benzyl-4-piperidyl)-(5-methoxy-1-triisopropylsilyl-pyrrolo[2,3-b]pyridin-4-yl)methanol